6-chlorobenzo[d]oxazole ClC1=CC2=C(N=CO2)C=C1